5-methyl-2-(1-methylethyl)-2-hexenal CC(CC=C(C=O)C(C)C)C